[5-[[1-[2-(aminomethyl)-3,3-difluoro-allyl]-5-oxo-1,2,4-triazol-4-yl]methyl]-2-thienyl]-4H-1,4-benzoxazin-3-one trifluoroacetate salt FC(C(=O)O)(F)F.NCC(CN1N=CN(C1=O)CC1=CC=C(S1)C1OC2=C(NC1=O)C=CC=C2)=C(F)F